6-((2S)-2-((difluoromethoxy)methyl)-4-(4-(trifluoromethyl)phenyl)pyrrolidin-1-yl)pyridin-3-amine FC(OC[C@H]1N(CC(C1)C1=CC=C(C=C1)C(F)(F)F)C1=CC=C(C=N1)N)F